5-chloro-1,3-dimethyl-4-nitro-1H-pyrazole ClC1=C(C(=NN1C)C)[N+](=O)[O-]